3-(4-(((3,4-dichlorophenyl)methyl)sulfonamido)phenyl)-5-((6-(trifluoromethyl)pyridin-2-yl)amino)-1H-pyrazole-4-carboxamide ClC=1C=C(C=CC1Cl)CS(=O)(=O)NC1=CC=C(C=C1)C1=NNC(=C1C(=O)N)NC1=NC(=CC=C1)C(F)(F)F